BrC1=NC=C(C(=C1)N1CC(=C(C=C1C)OCC1=NC=C(C=C1F)F)Cl)C 2'-bromo-3-chloro-4-[(3,5-difluoropyridin-2-yl)methoxy]-5',6-dimethyl-[1,4'-bipyridine]